FC(C(=O)C=1C(=NNC1)C(=N)N)(F)F trifluoroacetyl-pyrazole-carboxamidine